C=O.C1(=CC=CC=C1O)C cresol compound with formaldehyde